BrC=1C(=CC(=C(C1)NC1=NC=C(C(=N1)NC=1C(=CC2=C(CCO2)C1)NS(=O)(=O)C)Cl)OC)N1CCC(CC1)N1CCN(CC1)C N-(5-((2-((5-bromo-2-methoxy-4-(4-(4-methylpiperazin-1-yl)piperidin-1-yl)phenyl)amino)-5-chloropyrimidin-4-yl)amino)-2,3-dihydrobenzofuran-6-yl)methanesulfonamide